CC1(C(C(=CC2(CN(C2)C(=O)C2=C(C=CC(=C2)C)C(F)(F)F)C1)C#N)=O)C 8,8-dimethyl-2-[5-methyl-2-(trifluoromethyl)benzene-1-carbonyl]-7-oxo-2-azaspiro[3.5]non-5-ene-6-carbonitrile